[2-(5-bromopyridin-3-yl)-5-fluorophenyl]-(3-fluoroazetidin-1-yl)methanone BrC=1C=C(C=NC1)C1=C(C=C(C=C1)F)C(=O)N1CC(C1)F